(R)-2-((4-fluorophenyl)amino)-2-oxo-1-phenylethyl 6-(6-(4-acetylpiperazin-1-yl)pyridin-3-yl)-3-aminopyrazine-2-carboxylate C(C)(=O)N1CCN(CC1)C1=CC=C(C=N1)C1=CN=C(C(=N1)C(=O)O[C@@H](C(=O)NC1=CC=C(C=C1)F)C1=CC=CC=C1)N